FC=1C=C(C=C(C1)F)N(C(C)=O)C1=NC=CC(=C1)NC(CC1=C(C(=CC=C1)C)C)=O N-(3,5-difluorophenyl)-N-{4-[2-(2,3-dimethylphenyl)acetamido]pyridin-2-yl}acetamide